Acrylphosphat C(=O)(C=C)OP(=O)([O-])[O-]